C1(CCCC1)N(C(=O)OCC1=C(N=NN1C)C1=CC=C(C=N1)O[C@@H]1C[C@@H](C[C@@H]2C[C@H]12)C(=O)O)C |r| (±)-(1S,3R,5R,6S)-5-((6-(5-(((Cyclopentyl(methyl)carbamoyl)oxy)methyl)-1-methyl-1H-1,2,3-triazol-4-yl)pyridin-3-yl)oxy)bicyclo[4.1.0]heptane-3-carboxylic acid